C(C=C)OC1=C(C=C(C=C1)NC1=NC=C(C(=N1)NC1=C(C(=O)NC)C=CC(=C1)OCCCC=C)C(F)(F)F)OC 2-((2-((4-(allyloxy)-3-methoxyphenyl)amino)-5-(trifluoromethyl)pyrimidin-4-yl)amino)-N-methyl-4-(pent-4-en-1-yloxy)benzamide